FC([C@@H](OC1=C(C(=O)N2CCN(CC2)C=2C(=CC3=C(CCS3(=O)=O)C2)F)C=C(C=C1)S(=O)(=O)C)C)(F)F 5-(4-{2-[(S)-2,2,2-trifluoro-1-methylethoxy]-5-mesylbenzoyl}-1-piperazinyl)-6-fluoro-2,3-dihydro-1H-1λ6-benzothiophene-1,1-dione